2-amino-3-(4-chlorophenyl)propionic acid tert-butyl ester C(C)(C)(C)OC(C(CC1=CC=C(C=C1)Cl)N)=O